C(C)(C)(C)OC(=O)N1CCC2(CC1)C(C1=CC(=CC(=C1C2)F)F)=O 4,6-difluoro-1-oxo-spiro[indan-2,4'-piperidine]-1'-carboxylic acid tert-butyl ester